(4R,5S,7R,8R,9S,10R)-4-((2-fluorobenzyl)amino)-7-(hydroxymethyl)-9-(4-(3,4,5-trifluorophenyl)-1H-1,2,3-triazol-1-yl)-1,6-dioxaspiro[4.5]decane-8,10-diol FC1=C(CN[C@@H]2CCO[C@]23O[C@@H]([C@@H]([C@@H]([C@H]3O)N3N=NC(=C3)C3=CC(=C(C(=C3)F)F)F)O)CO)C=CC=C1